BrC1=CC=2N(C3=CC=CC=C3C2C=C1)C1=C(C#N)C=CC=C1 (2-bromo-9H-carbazole-9-yl)benzonitrile